CC=1C=C(C2=C(C=C(C=CC12)C(C)C)C)C=1OC(=C(C(C1O)=O)CC1=CC=C(C=C1)Br)CO 2-(3,8-dimethyl-6-isopropylazulen-1-yl)(4-bromophenyl)methyl-3-hydroxy-6-hydroxymethyl-4H-pyran-4-one